(S)-N-((S)-1-cyano-2-((S)-2-oxopyrrolidin-3-yl)ethyl)-2-(3,4-dibromo-7-oxo-1,7-dihydro-6H-pyrrolo[2,3-c]pyridin-6-yl)-4-methylpentanamide C(#N)[C@H](C[C@H]1C(NCC1)=O)NC([C@H](CC(C)C)N1C(C2=C(C(=C1)Br)C(=CN2)Br)=O)=O